5-(ethoxymethyl)-7-nitro-2-phenyl-1H-indole-3-carbaldehyde C(C)OCC=1C=C2C(=C(NC2=C(C1)[N+](=O)[O-])C1=CC=CC=C1)C=O